CC1=CC=C(C=C1)S(=O)(=O)O.FC=1C=C2C(C(=COC2=CC1)C1=CC(=CC=C1)F)=O 6-fluoro-3-(3-fluorophenyl)-4H-chromen-4-one p-toluenesulfonic acid salt